ClC=1C=C2C=C(NC2=CC1OCC1=CC(=NO1)C)CNC(=O)N1CCC12COC2 N-((5-chloro-6-((3-methylisoxazol-5-yl)methoxy)-1H-indol-2-yl)methyl)-6-oxa-1-azaspiro[3.3]heptane-1-carboxamide